CC1=C(OC(C(=O)OCC)(C)C)C(=CC(=C1)CN1CCN(CC1)CC1=NC=C(C=C1)C(F)(F)F)C Ethyl 2-(2,6-dimethyl-4-((4-((5-(trifluoromethyl) pyridin-2-yl) methyl) piperazin-1-yl) methyl) phenoxy)-2-methylpropionate